FC1(CN(C1)S(=O)(=O)NC12CC(C1)(C2)N2C=NC=1C2=C2C(=NC1)NC=C2)F 3,3-Difluoro-N-(3-(imidazo[4,5-d]pyrrolo[2,3-b]pyridin-1(6H)-yl)bicyclo[1.1.1]pentan-1-yl)azetidine-1-sulfonamide